3-(tert-butoxycarbonyl)-3-azabicyclo[3.1.0]hexane-6-carboxylic acid C(C)(C)(C)OC(=O)N1CC2C(C2C1)C(=O)O